C(C)OC(=O)C1=NNC(=C1)OC(CCOCC1CC1)CO 5-(3-(cyclopropylmethoxy)-1-(hydroxymethyl)propoxy)-1H-pyrazole-3-carboxylic acid ethyl ester